C1(=CC=CC=C1)P([O-])(=O)C(C1=C(C=C(C=C1C)C)C)=O.[Li+].C(C)(C)C1=CC=2C(C3=CC=CC=C3SC2C=C1)=O 2-isopropyl-thioxanthone lithium phenyl-(2,4,6-trimethyl-benzoyl)phosphinate